1-(tert-butyl) 3-methyl 4-(methylsulfonyl)-piperazine-1,3-dicarboxylate CS(=O)(=O)N1C(CN(CC1)C(=O)OC(C)(C)C)C(=O)OC